6-(cyclopropanecarboxamido)-4-((8-fluoro-5-methyl-2-(methyl-d3)-4,5-dihydro-2H-pyrazolo[4,3-c]quinolin-6-yl)amino)-N-(methyl-d3)nicotinamide C1(CC1)C(=O)NC1=NC=C(C(=O)NC([2H])([2H])[2H])C(=C1)NC1=CC(=CC=2C=3C(CN(C12)C)=CN(N3)C([2H])([2H])[2H])F